The molecule is a branched amino oligosaccharide that is a heptadecasaccharide derivative comprising a linear trisaccharide of alpha-D-mannose and two N-acetyl-beta-D-glucosamine residues (one of which is at the reducing end) all linked in sequence (1->4), to the mannosyl residue of which are linked a beta-D-galactosyl-(1->4)-N-acetyl-beta-D-glucosaminyl-(1->3)-beta-D-galactosyl-(1->4)-N-acetyl-beta-D-glucosaminyl-(1->)-[beta-D-galactosyl-(1->4)-N-acetyl-beta-D-glucosaminyl-(1->3)-beta-D-galactosyl-(1->4)-N-acetyl-beta-D-glucosaminyl-(1->6)]-alpha-D-mannosyl branched nonasaccharide unit [linked (1->6)], and a beta-D-galactosyl-(1->4)-N-acetyl-beta-D-glucosaminyl-(1->3)-beta-D-galactosyl-(1->4)-N-acetyl-beta-D-glucosaminyl-(1->2)-alpha-D-mannosyl linear pentasaccharide unit [linked (1->3)]. It is an amino oligosaccharide and a glucosamine oligosaccharide. CC(=O)N[C@@H]1[C@H]([C@@H]([C@H](O[C@H]1OC[C@@H]2[C@H]([C@@H]([C@@H]([C@H](O2)OC[C@@H]3[C@H]([C@@H]([C@@H]([C@H](O3)O[C@@H]4[C@H](O[C@H]([C@@H]([C@H]4O)NC(=O)C)O[C@@H]5[C@H](OC([C@@H]([C@H]5O)NC(=O)C)O)CO)CO)O)O[C@@H]6[C@H]([C@H]([C@@H]([C@H](O6)CO)O)O)O[C@H]7[C@@H]([C@H]([C@@H]([C@H](O7)CO)O[C@H]8[C@@H]([C@H]([C@H]([C@H](O8)CO)O)O[C@H]9[C@@H]([C@H]([C@@H]([C@H](O9)CO)O[C@H]1[C@@H]([C@H]([C@H]([C@H](O1)CO)O)O)O)O)NC(=O)C)O)O)NC(=O)C)O)O[C@H]1[C@@H]([C@H]([C@@H]([C@H](O1)CO)O[C@H]1[C@@H]([C@H]([C@H]([C@H](O1)CO)O)O[C@H]1[C@@H]([C@H]([C@@H]([C@H](O1)CO)O[C@H]1[C@@H]([C@H]([C@H]([C@H](O1)CO)O)O)O)O)NC(=O)C)O)O)NC(=O)C)O)O)CO)O[C@H]1[C@@H]([C@H]([C@H]([C@H](O1)CO)O)O[C@H]1[C@@H]([C@H]([C@@H]([C@H](O1)CO)O[C@H]1[C@@H]([C@H]([C@H]([C@H](O1)CO)O)O)O)O)NC(=O)C)O)O